Rac-(4-amino-3-methylimidazo[1,5-a]pyrido[3,4-e]pyrazin-8-yl)((3R,4aS,9bS)-3-fluoro-7-(trifluoromethyl)-3,4,4a,9b-tetrahydrobenzofuro[3,2-b]pyridin-1(2H)-yl)methanone NC=1C=2N(C3=C(N1)C=NC(=C3)C(=O)N3[C@@H]1[C@H](C[C@H](C3)F)OC3=C1C=CC(=C3)C(F)(F)F)C=NC2C |r|